3-(benzofuran-3-yl)-1-(methylsulfanyl-methyl)pyrazolo[4,3-c]Pyridine-6-carboxamide O1C=C(C2=C1C=CC=C2)C2=NN(C1=C2C=NC(=C1)C(=O)N)CSC